N[C@@H]1CN(CC[C@H]1F)C1=NC2=C(N1CC1=CC=C(C=N1)C#N)C=C(C(=C2)C)F 6-((2-((3r,4r)-3-amino-4-fluoro-1-piperidinyl)-6-fluoro-5-methyl-1H-benzimidazol-1-yl)methyl)-3-pyridinecarbonitrile